BrC1=CC(=C(C=C1C)N1C(C=CC2=CC(=CC=C12)S(=O)(=O)OC1=C(C(=C(C(=C1F)F)F)F)F)=O)OC perfluorophenyl (M)-1-(4-bromo-2-methoxy-5-methylphenyl)-2-oxo-1,2-dihydroquinoline-6-sulfonate